(4-chlorobenzyl)-3-phenyl-1,2,4-triazin-6(1H)-one ClC1=CC=C(CN2N=C(N=CC2=O)C2=CC=CC=C2)C=C1